FC=1C=C(C=CC1C=1N=C2SC3=C(N2C1)C=CC(=C3)C(NCCCN3CCC(CC3)F)=O)C3N(CCCC3)C(=O)OC(C)(C)C tert-butyl 2-(3-fluoro-4-(7-((3-(4-fluoropiperidin-1-yl)propyl)carbamoyl)benzo[d]imidazo[2,1-b]thiazol-2-yl)phenyl)piperidine-1-carboxylate